ClC=1C=NC(=C(C(=O)NC2CCC(CC2)CN2C(N(C3=C2C=CC=C3)C=3C=NC(=CC3)O[C@@H]3COCC3)=O)C1)C(F)(F)F 5-chloro-N-((1S,4r)-4-((2-oxo-3-(6-(((S)-tetrahydrofuran-3-yl)oxy)pyridin-3-yl)-2,3-dihydro-1H-benzo[d]imidazol-1-yl)methyl)cyclohexyl)-2-(trifluoromethyl)nicotinamide